C(C)NCC(=O)N(CC(NC=1SC2=C(N1)C=CC(=C2)OC(F)(F)F)=O)C 2-(ethylamino)-N-methyl-N-(2-oxo-2-((6-(trifluoromethoxy)benzo[d]thiazol-2-yl)amino)ethyl)acetamide